8-(1-((2-bromo-6-chloropyridin-3-yl)amino)ethyl)-2-cyclopropyl-3,6-dimethyl-4H-chromen-4-one BrC1=NC(=CC=C1NC(C)C=1C=C(C=C2C(C(=C(OC12)C1CC1)C)=O)C)Cl